NC=1N=C(C=C2C=C(N=CC12)NC(=O)C1CC12CNCC2)C=2C=NC=CC2C (±)-trans-N-(8-amino-6-(4-methylpyridin-3-yl)-2,7-naphthyridin-3-yl)-5-azaspiro[2.4]Heptane-1-carboxamide